C(C)(C)(C)OC(=O)N1[C@@H](C[C@@](CC1)(C(=O)OC(C)(C)C)CC1=NC(=C(C(=C1)C)F)NC1=NN(C(=C1)C)C(C)(C)C)C di-tert-butyl-(2R,4R)-4-((6-((1-(tert-butyl)-5-methyl-1H-pyrazol-3-yl) amino)-5-fluoro-4-methylpyridin-2-yl) methyl)-2-methylpiperidine-1,4-dicarboxylate